6-(benzofuran-7-yl)-1,2,3,4-tetrahydroisoquinoline O1C=CC2=C1C(=CC=C2)C=2C=C1CCNCC1=CC2